FC(OC=1C=C(C=CC1)C(C)NC(C1=C(C=CC(=C1)NC(C(C)C)=O)OCC)=O)F N-(1-(3-(difluoromethoxy)phenyl)ethyl)-2-ethoxy-5-isobutyrylaminobenzamide